(S)-2-((4-(6-((4-Cyano-2-fluorobenzyl)oxy)pyridin-2-yl)piperidin-1-yl)methyl)-4-(1-fluoroethoxy)-1-methyl-1H-benzo[d]imidazole-6-carboxylic acid C(#N)C1=CC(=C(COC2=CC=CC(=N2)C2CCN(CC2)CC2=NC3=C(N2C)C=C(C=C3O[C@H](C)F)C(=O)O)C=C1)F